FC1=CC=C2C=C(NC(C2=C1)=O)C1CC(C1)N1CCN(CC1)C=1C=CC(=NC1)C(=O)OC methyl 5-(4-(3-(7-fluoro-1-oxo-1,2-dihydroisoquinolin-3-yl)cyclobutyl)piperazin-1-yl)picolinate